NC=1C=C(C=C(C1)C(F)(F)F)[C@@H](C)NC(=O)C1=NN(C(C=C1)=O)C1CCS(CC1)(=O)=O N-[(1R)-1-[3-amino-5-(trifluoromethyl)phenyl]ethyl]-1-(1,1-dioxo-1λ6-thian-4-yl)-6-oxo-1,6-dihydropyridazine-3-carboxamide